Cl.BrC1=CC(=C(C=C1)C1(COC1)N)C 3-(4-bromo-2-methyl-phenyl)oxetan-3-amine hydrochloride